4-methoxybenzylidenesuccinic acid dimethyl ester COC(C(CC(=O)OC)=CC1=CC=C(C=C1)OC)=O